bis(4-amino-3,5-diethyl-cyclohexyl)propane NC1C(CC(CC1CC)C(C)(C)C1CC(C(C(C1)CC)N)CC)CC